FC(C(N)C1=CC=C(C=C1)F)(F)F 2,2,2-trifluoro-1-(4-fluorophenyl)ethan-1-amine